FC=1C(=NC(=NC1)N[C@@H]1CC[C@H](CC1)C1(CCNCC1)C(=O)N)C1=CC(=CC=C1)C=1C(NC=CC1)=O 4-(trans-4-((5-fluoro-4-(3-(2-oxo-1,2-dihydropyridin-3-yl)phenyl)pyrimidin-2-yl)amino)cyclohexyl)piperidine-4-carboxamide